C(C)OC(=O)[C@@H]1N[C@H]1C1CC1 (2R,3S)-3-cyclopropylaziridine-2-carboxylic acid ethyl ester